C1N(CCC2=CC=CC=C12)[C@H]1[C@@H](CN(CC1)C1=CC(=NC=N1)NC1=CC=CC=C1)O trans-4-((6-(4-(3,4-dihydroisoquinolin-2(1H)-yl)-3-hydroxypiperidin-1-yl)pyrimidin-4-yl)amino)benzene